6-((2S,5R)-4-(bis(4-fluorophenyl)methyl)-2,5-diethylpiperazin-1-yl)-2-chloro-5-nitro-N-(((S)-tetrahydrofuran-2-yl)methyl)pyrimidin-4-amine FC1=CC=C(C=C1)C(N1C[C@@H](N(C[C@H]1CC)C1=C(C(=NC(=N1)Cl)NC[C@H]1OCCC1)[N+](=O)[O-])CC)C1=CC=C(C=C1)F